CC1=C(C(NC(=C1)C)=O)CNC(C1=CC(=C(C(=C1)OC)OC)OC)=O N-((4,6-dimethyl-2-oxo-1,2-dihydropyridin-3-yl)methyl)-3,4,5-trimethoxybenzamide